6-aminoisoquinolin-7-ol NC=1C=C2C=CN=CC2=CC1O